(4-(6-((1r,3r,5r,7r)-adamantan-2-yl)hexyl)piperazin-1-yl)(5-(4-chlorophenyl)-1-(2,4-dichlorophenyl)-4-methyl-1H-pyrazol-3-yl)methanone C12C(C3CC(CC(C1)C3)C2)CCCCCCN2CCN(CC2)C(=O)C2=NN(C(=C2C)C2=CC=C(C=C2)Cl)C2=C(C=C(C=C2)Cl)Cl